styrylacetic acid methyl ester COC(CC=CC1=CC=CC=C1)=O